1-(1-methyl-cyclohexyl)-4-nitrobenzene CC1(CCCCC1)C1=CC=C(C=C1)[N+](=O)[O-]